5-Bromo-3-(hexahydropyridin-1-yl)-7-methyl-1H-pyrido[2,1-f]pyrimidin-1-one BrC1=CC(=CN2C(N=C(C=C21)N2CCCCC2)=O)C